CC1=C(C(=CC=C1)C)N1CN(C2=CC=C(C=C2C1)C(=O)C1=C(CCCC1=O)O)C 3-(2,6-dimethylphenyl)-6-[(2-hydroxy-6-oxocyclohex-1-en-1-yl)carbonyl]-1-methylquinazolin